O=C1CC2(C1)CN(C2)C2=NC=C(C=N2)COC2=CC=C(C=C2)C(C)(C)C2=CC=C(OC1CC(C1)N)C=C2 (1s,3s)-3-(4-(2-(4-((2-(2-oxo-6-azaspiro[3.3]heptane-6-yl)pyrimidin-5-yl)methoxy)phenyl)propan-2-yl)phenoxy)cyclobutylamine